3,5-dimethylquinazolin-4(3H)-one CN1C=NC2=CC=CC(=C2C1=O)C